chlorobis(methoxycarbonyl)guanidine COC(=O)NC(=NCl)NC(=O)OC